C(C)(C)(C)OC(=O)NCC1=NC=C2C=CC(=NC2=C1)C12CN(CCC2C1)C(=O)OC methyl 1-(7-(((tert-butoxycarbonyl) amino) methyl)-1,6-naphthyridin-2-yl)-3-azabicyclo[4.1.0]heptane-3-carboxylate